CC=1C=C(C(=O)NC2=C(C=CC=C2)C=2OC3=C(C2)C=CC(=C3)CN3CCN(CC3)C(=O)OC(C)(C)C)C=CC1 tert-Butyl 4-((2-(2-(3-methylbenzamido)phenyl)benzofuran-6-yl)methyl)piperazine-1-carboxylate